2,2-dimethyl-N-[(7S)-6-oxo-5,7-dihydrobenzo[d][1]benzazepin-7-yl]-N'-(2,2,3,3,3-pentafluoropropyl)propanediamide CC(C(=O)N[C@@H]1C(NC2=C(C3=C1C=CC=C3)C=CC=C2)=O)(C(=O)NCC(C(F)(F)F)(F)F)C